ClCC(=O)N1C(CC(CC1)C1=C(C(=CC=C1OC)Cl)Cl)C(=O)OC methyl 1-(2-chloroacetyl)-4-(2,3-dichloro-6-methoxyphenyl)piperidine-2-carboxylate